5-((4-benzhydryl-2,6-dimethylpiperazin-1-yl)methyl)-2-(2,6-dioxopiperidin-3-yl)isoindoline-1,3-dione C(C1=CC=CC=C1)(C1=CC=CC=C1)N1CC(N(C(C1)C)CC=1C=C2C(N(C(C2=CC1)=O)C1C(NC(CC1)=O)=O)=O)C